P(O)(=O)(OP(=O)(O)OP(=O)(O)O)OC[C@@H]1[C@H]([C@H]([C@@H](O1)N1C(=O)N=C(N)C(=C1)I)O)O 5-iodo cytidine-5'-triphosphate